C(C)(C)(C)OC(NC=1C(=NC=C(C1C=O)C(F)(F)F)OC)=O (4-formyl-2-methoxy-5-(trifluoromethyl)pyridin-3-yl)carbamic acid tert-butyl ester